NCC(=O)C1=C(C=CC(=C1)F)F 2-amino-1-(2,5-difluorophenyl)ethanone